2-(4-chlorobenzylamino)-6-aminopurine ClC1=CC=C(CNC2=NC(=C3NC=NC3=N2)N)C=C1